rac-(1R,2S,5R)-1-amino-5-(2-boronoethyl)-2-((4-(4-chlorophenyl)piperidin-1-yl)methyl)cyclohexanecarboxylic acid N[C@]1([C@@H](CC[C@H](C1)CCB(O)O)CN1CCC(CC1)C1=CC=C(C=C1)Cl)C(=O)O |r|